(cyclohexylmethyl)-1H-indole-3-carbaldehyde C1(CCCCC1)CN1C=C(C2=CC=CC=C12)C=O